COC1OCC1(C(=O)NC)C methoxy-N,3-dimethyl-oxetane-3-carboxamide